(3R)-4-[4-(dimethyl-1H-1,2,3-triazol-5-yl)imidazo[1,5-b]Pyridazin-2-yl]-3-methylmorpholine CC=1N=NN(C1C=1C=2N(N=C(C1)N1[C@@H](COCC1)C)C=NC2)C